1-(4-(3-((4-amino-5-(7-fluorobenzo[d][1,3]dioxol-4-yl)-7-isopropyl-7H-pyrrolo[2,3-d]pyrimidin-6-yl)ethynyl)azetidin-1-yl)piperidin-1-yl)prop-2-en-1-one NC=1C2=C(N=CN1)N(C(=C2C2=CC=C(C=1OCOC12)F)C#CC1CN(C1)C1CCN(CC1)C(C=C)=O)C(C)C